CC1(CC2CCC(C1)N2C(=O)OC(C)(C)C)C(=O)[O-] 8-tert-butyl 3-methyl-8-azabicyclo[3.2.1]octane-3,8-dicarboxylate